methyl 4'-methylene-2,3-dihydrospiro[indene-1,2'-piperidine]-5-carboxylate C=C1CC2(NCC1)CCC1=CC(=CC=C12)C(=O)OC